C1(CC1)C1=C(C(=NO1)C1=C(C=CC=C1F)F)C1=CC2(C1)CCN(CC2)C2=CC=C1C=C(N=NC1=C2)C(=O)O 7-(2-(5-cyclopropyl-3-(2,6-difluorophenyl)isoxazol-4-yl)-7-azaspiro[3.5]non-1-en-7-yl)cinnoline-3-carboxylic acid